(R)-5-(2-(3-fluoro-6-methoxypyridin-2-yl)pyrrolidin-1-yl)-3-(4-methyl-1H-pyrazol-1-yl)pyrazolo[1,5-a]pyrimidine FC=1C(=NC(=CC1)OC)[C@@H]1N(CCC1)C1=NC=2N(C=C1)N=CC2N2N=CC(=C2)C